C1(=C(C(=CC=C1)CC(CCCCCCCCCCCCCCC(=O)O)C)C)C xyleneIsostearic acid